N-(3-fluoro-5-(5-((1S,2R)-2-fluorocyclopropyl)-1,2,4-oxadiazol-3-yl)-2-methylphenyl)-7-morpholinoimidazo[1,2-a]pyridine-3-carboxamide FC=1C(=C(C=C(C1)C1=NOC(=N1)[C@H]1[C@@H](C1)F)NC(=O)C1=CN=C2N1C=CC(=C2)N2CCOCC2)C